FC=1C(=CC(=NC1)OC)C1=CC(=NN1COCC[Si](C)(C)C)C(=O)C1CC12NCCC(C2)C(=O)N [5-(5-fluoro-2-methoxypyridin-4-yl)-1-{[2-(trimethylsilyl)ethoxy]methyl}pyrazole-3-carbonyl]-4-azaspiro[2.5]octane-7-carboxamide